3-(4-Bromo-6-fluoro-3-methyl-2-oxo-benzimidazol-1-yl)piperidine-2,6-dione BrC1=CC(=CC=2N(C(N(C21)C)=O)C2C(NC(CC2)=O)=O)F